(6-(methylthio)pyridin-3-yl)methanol CSC1=CC=C(C=N1)CO